dysprosium trisulfide [S-2].[S-2].[S-2].[Dy+3].[Dy+3]